O[C@@H]1[C@@H](CC[C@@](C1)(C(F)(F)F)O)NC(=O)[C@H]1CCN(C2(CC2)C1)C(=O)C1=NNC(=C1)C1=CC(=NC=C1F)OC (S)-N-((1R,2S,4R)-2,4-dihydroxy-4-(trifluoromethyl)cyclohexyl)-4-(5-(5-fluoro-2-methoxypyridin-4-yl)-1H-pyrazole-3-carbonyl)-4-azaspiro[2.5]Octane-7-carboxamide